Oxanorbornadien C12=CC=C(OC1)C2